C(C1=CC=CC=C1)N1C[C@@H](N(C[C@H]1CC)C=1C=2N(N=C(C1)Cl)C=C(N2)C(=O)OCC)CC ethyl 8-((2S,5R)-4-benzyl-2,5-diethylpiperazin-1-yl)-6-chloroimidazo[1,2-b]pyridazine-2-carboxylate